5-bromo-6-methylpyridinecarboxamide BrC=1C=CC(=NC1C)C(=O)N